C(C)(C)NC=1C(C(C1NCC1=CC=C(C=C1)C1=NOC(=N1)C(F)(F)F)=O)=O 3-(isopropylamino)-4-((4-(5-(trifluoromethyl)-1,2,4-oxadiazol-3-yl)benzyl)amino)cyclobut-3-ene-1,2-dione